2-(5-fluoro-1H-indol-3-yl)-ethanol FC=1C=C2C(=CNC2=CC1)CCO